[Pd+2].ClC1=C([C-](C=C1)P(C(C)(C)C)C(C)(C)C)Cl.[C-]1(C=CC=C1)P(C(C)(C)C)C(C)(C)C.[Fe+2] dichloro[1,1'-bis(di-t-butylphosphino)ferrocene] palladium(II)